1-(3-((5-Cyclopropyl-2-((3-methyl-1-(1-methylpyrrolidin-3-yl)-1H-pyrazol-4-yl)amino)pyrimidin-4-yl)amino)propyl)azetidin-2-on C1(CC1)C=1C(=NC(=NC1)NC=1C(=NN(C1)C1CN(CC1)C)C)NCCCN1C(CC1)=O